4-(5-((2,6-dichlorobenzyl)thio)-1,3,4-thiadiazol-2-yl)aniline ClC1=C(CSC2=NN=C(S2)C2=CC=C(N)C=C2)C(=CC=C1)Cl